(4-hydroxyphenyl)benzylmethyl-sulfonium toluenesulfonate C(C1=CC=CC=C1)S(=O)(=O)[O-].OC1=CC=C(C=C1)[S+](C)CC1=CC=CC=C1